methyl (1R,2S,5R)-2-methyl-7-oxo-6-oxabicyclo[3.2.1]octane-2-carboxylate C[C@]1([C@@H]2C(O[C@H](CC1)C2)=O)C(=O)OC